COC1=CC=2N=CN=C(C2N=C1)O[C@@H]1CC[C@H](CC1)N1C(N(CC1=O)C=1C=NC=C(C1)C(F)(F)F)=O 3-{trans-4-[(7-methoxypyrido[3,2-d]pyrimidin-4-yl)oxy]cyclohexyl}-1-[5-(trifluoromethyl)-3-pyridinyl]-2,4-imidazolidinedione